2-Benzamido-3-methoxy-3-oxopropyl benzoate C(C1=CC=CC=C1)(=O)OCC(C(=O)OC)NC(C1=CC=CC=C1)=O